BrC=1C=C(C=NC1)C(C)=O 1-(5-bromo-3-pyridinyl)ethanone